NC(C(=O)O)CC1=CC=C(C=C1)N=NC1=CC(=CC=C1)C=C 2-amino-3-(4-((3-vinylphenyl)diazenyl)phenyl)propanoic acid